ditertiarybutyl peroxide C(C)(C)(C)OOC(C)(C)C